hydrogen perfluorosulfonate FS(=O)(=O)O